N1-(3-((2-((2,5,9,13,17,21-hexaoxatricosan-23-yl)amino)-3,4-dioxocyclobut-1-en-1-yl)amino)-2-hydroxypropyl)-N1,N4-ditetradecylbutane-1,4-diaminium chloride [Cl-].COCCOCCCOCCCOCCCOCCCOCCNC1=C(C(C1=O)=O)NCC(C[NH+](CCCC[NH2+]CCCCCCCCCCCCCC)CCCCCCCCCCCCCC)O.[Cl-]